C1C(CC2=CC=CC=C12)NC1=NC=C(C=N1)C1=NOC2(C1)CCN(CC2)C(=O)[C@@H]2CC1=C(NN=N1)CC2 (S)-(3-(2-((2,3-dihydro-1H-inden-2-yl)amino)pyrimidin-5-yl)-1-oxa-2,8-diazaspiro[4.5]dec-2-en-8-yl)(4,5,6,7-tetrahydro-1H-benzo[d][1,2,3]triazol-5-yl)methanone